6-bromo-1H-pyrrolo[3,2-b]pyridine BrC=1C=C2C(=NC1)C=CN2